(S)-3-((S)-sec-butyl)-2-oxo-1,2,3,5-tetrahydro-4H-pyrido[3,4-e][1,4]Diazepine-4-carboxamide [C@H](C)(CC)[C@@H]1N(CC2=C(NC1=O)C=NC=C2)C(=O)N